[2-oxo-2-(2-pyridylmethylcarbamoylamino)ethyl] 4-[(4-methyl-2-oxo-chromen-7-yl)oxy-methyl]benzoate CC1=CC(OC2=CC(=CC=C12)OCC1=CC=C(C(=O)OCC(NC(NCC2=NC=CC=C2)=O)=O)C=C1)=O